CN(S(=O)(=O)C1=CC=C(C=C1)NC(NCC=1C=NC=CC1)=O)[C@@H](C)C1=CC=CC=C1 3-(4-{methyl[(1S)-1-phenylethyl]sulfamoyl}phenyl)-1-(pyridin-3-ylmethyl)urea